(R)-ethyl-5-(2-(2-(2-(cyclopropylamino)ethyl)-5-fluorophenyl)pyrrol-1-yl)pyrazoline C(C)N1NC=C[C@@H]1N1C(=CC=C1)C1=C(C=CC(=C1)F)CCNC1CC1